5-(((2-amino-5-chloropyridin-3-yl)oxy)methyl)-N-((6-(trifluoromethyl)pyridin-3-yl)methyl)pyridin-2-amine NC1=NC=C(C=C1OCC=1C=CC(=NC1)NCC=1C=NC(=CC1)C(F)(F)F)Cl